NC1=NC=CC(=C1Cl)SC=1C=CC=2C(=NC=C(N2)N2CC[C@H](CCC2)NC)N1 (S)-1-(6-((2-amino-3-chloropyridin-4-yl)thio)pyrido[2,3-b]pyrazin-2-yl)-N-methylazepan-4-amine